6,7-dimethoxy-2-methyl-N-{(1R)-1-[3'-(morpholin-4-yl)biphenyl-3-yl]ethyl}-quinazolin-4-amine COC=1C=C2C(=NC(=NC2=CC1OC)C)N[C@H](C)C=1C=C(C=CC1)C1=CC(=CC=C1)N1CCOCC1